cis-3-(2-((3-aminocyclohexyl)amino)-5-(trifluoromethyl)pyrimidin-4-yl)-7-(dimethylphosphoryl)-1H-indole-6-carbonitrile N[C@H]1C[C@H](CCC1)NC1=NC=C(C(=N1)C1=CNC2=C(C(=CC=C12)C#N)P(=O)(C)C)C(F)(F)F